FC1(CCC(CC1)NCC=1SC(=CN1)C(C)C)F 4,4-Difluoro-N-((5-isopropylthiazol-2-yl)methyl)cyclohexan-1-amine